[N+](=O)([O-])C1=C(NCC2=CN=CS2)C=C(C=C1)C1=NOC(=N1)C(F)(F)F 2-Nitro-N-(thiazol-5-ylmethyl)-5-(5-(trifluoromethyl)-1,2,4-oxadiazol-3-yl)aniline